N1=CN=C(C=C1)/C=C/C(=O)OCC ethyl (E)-3-pyrimidin-4-ylprop-2-enoate